C(C)(C)(C)OC(=O)N1CCC(CC1)NC1=C(C(=CC=C1)N1N=CC(=C1)C(=O)OCC)[N+](=O)[O-] 4-[3-(4-ethoxycarbonyl-pyrazol-1-yl)-2-nitro-anilino]piperidine-1-carboxylic acid tert-butyl ester